C12(CC(C1)C2)N2N=CC(=C2)N2N=CC1=CC(=C(C=C21)N2CCN(CC2)C2(C(COC2)O)C)Cl 4-(4-(1-(1-(bicyclo[1.1.1]pentan-1-yl)-1H-pyrazol-4-yl)-5-chloro-1H-indazol-6-yl)piperazin-1-yl)-4-methyltetrahydrofuran-3-ol